(R,Z)-3-((5-(tert-butyl)-2-ethyl-3-isopropyl-7-(methylthio)-1,1-dioxido-2,3,4,5-tetrahydrobenzo[f][1,2,5]thiadiazepin-8-yl)oxy)-2-fluoroacrylic acid C(C)(C)(C)N1C[C@H](N(S(C2=C1C=C(C(=C2)O\C=C(\C(=O)O)/F)SC)(=O)=O)CC)C(C)C